CN(CCO)CCO N-methyldiethanolamine